[5-[2-(dimethylamino) ethyl-methyl-amino]-4-hydroxy-pentyl] benzoate C(C1=CC=CC=C1)(=O)OCCCC(CN(C)CCN(C)C)O